2-(2,6-dioxopiperidin-3-yl)-5-((6-oxo-6-(4-(4-(1,2,3,4-tetrahydroquinoxalin-2-yl)-1H-pyrazol-1-yl)piperidin-1-yl)hexyl)amino)isoindoline-1,3-dione O=C1NC(CCC1N1C(C2=CC=C(C=C2C1=O)NCCCCCC(N1CCC(CC1)N1N=CC(=C1)C1NC2=CC=CC=C2NC1)=O)=O)=O